2-(1-methyl-1H-pyrazol-4-yl)pyrazolo[5,1-b]Thiazole-7-carboxylic acid ethyl ester C(C)OC(=O)C=1C=NN2C1SC(=C2)C=2C=NN(C2)C